rac-(2S)-6-phenyl-2-(trifluoromethyl)-2,3,4,5-tetrahydropyridine C1(=CC=CC=C1)C=1CCC[C@H](N1)C(F)(F)F |r|